C1(CC1)CNC(=O)C=1C=NNC1 N-(cyclopropylmethyl)-1H-pyrazole-4-carboxamide